1-({[(1S)-1-(2-{6-Cyclopropyl-4-[4-fluoro-2-(4-methyl-1,2,4-triazol-3-yl)phenyl]pyridin-2-yl}-7-fluoro-1,3-benzoxazol-5-yl)ethyl]amino}methyl)cyclobutan-1-ol C1(CC1)C1=CC(=CC(=N1)C=1OC2=C(N1)C=C(C=C2F)[C@H](C)NCC2(CCC2)O)C2=C(C=C(C=C2)F)C2=NN=CN2C